(R)-6-(5-chloro-2,4-dihydroxyphenyl)-1-(1-hydroxy-3-methylbutan-2-yl)4-oxo-1,4-dihydropyridine-3-carboxylic acid ethyl ester C(C)OC(=O)C1=CN(C(=CC1=O)C1=C(C=C(C(=C1)Cl)O)O)[C@@H](CO)C(C)C